The molecule is a cationic fluorescent dye derived from 9-phenylxanthene. It has a role as a fluorochrome. It is an iminium ion and a xanthene dye. C1CN(CCC1C(=O)ON2C(=O)CCC2=O)S(=O)(=O)C3=CC=CC=C3C4=C5C=CC(=[N+]6CC7=CC=CC=C7C6)C=C5OC8=C4C=CC(=C8)N9CC1=CC=CC=C1C9